(-)-Methyl-4-oxo-2-phenyl-3-(4-(p-tolyl)buta-2,3-dien-1-yl)thiochromane-3-carboxylate COC(=O)C1(C(SC2=CC=CC=C2C1=O)C1=CC=CC=C1)CC=C=CC1=CC=C(C=C1)C